3-[5-carboxypentyl-[8,8-dimethyl-6-oxo-5-(4-pyridyl)-7H-xanthene-3-yl]amino]propane-1-sulfonate Sodium Salt [Na+].C(=O)(O)CCCCCN(CCCS(=O)(=O)[O-])C=1C=CC=2C=C3C(CC(C(=C3OC2C1)C1=CC=NC=C1)=O)(C)C